C(C)(C)(C)C1=CC=C(C=C1)CCC=C 4-(4-tert-butylphenyl)-1-butene